C(C=C)(=O)O.C(C=C)(=O)O.C(C=C)(=O)O.C(C=C)(=O)O.C(C)OC(C(CO)(CO)CO)C (ethoxy)trimethylolpropane tetraacrylate